2-chloro-4-(4-(7-((S)-2-hydroxy-3-methyl-2-(trifluoromethyl)butanoyl)-2,7-diazaspiro[3.5]nonan-2-yl)piperidin-1-yl)-N,N-dimethylbenzamide ClC1=C(C(=O)N(C)C)C=CC(=C1)N1CCC(CC1)N1CC2(C1)CCN(CC2)C([C@@](C(C)C)(C(F)(F)F)O)=O